C(C)C=1C=CC(=C(C1)S(=O)(=O)NC1=NOC2=C1C=CC=C2C=2C=NC=NC2)OC 5-Ethyl-2-methoxy-N-(7-(pyrimidin-5-yl)benzo[d]isoxazol-3-yl)benzenesulfonamide